[C].[Mo].[Fe] iron-molybdenum carbon